Perfluorooctanesulfonat FC(C(C(C(C(C(C(C(F)(F)F)(F)F)(F)F)(F)F)(F)F)(F)F)(F)F)(S(=O)(=O)[O-])F